5-(pyridin-2-ylamino)-3-(4-((2,2,2-trifluoroethyl)sulfonamido)phenyl)-1H-pyrazole-4-carboxamide N1=C(C=CC=C1)NC1=C(C(=NN1)C1=CC=C(C=C1)NS(=O)(=O)CC(F)(F)F)C(=O)N